N-{8-acetyl-2-methylimidazo[1,2-a]pyridin-6-yl}-5-(piperazin-1-yl)cinnoline-8-carboxamide 3-(1-(3-Hydroxypropyl)piperazin-1-ium-1-yl)propane-1-sulfonate OCCC[N+]1(CCNCC1)CCCS(=O)(=O)[O-].C(C)(=O)C=1C=2N(C=C(C1)NC(=O)C=1C=CC(=C3C=CN=NC13)N1CCNCC1)C=C(N2)C